4-(2-oxo-2-(phenylamino)-ethyl)pyrrolidine-2-carboxylic acid O=C(CC1CC(NC1)C(=O)O)NC1=CC=CC=C1